CN([C@@H](CO)C(=O)O)C(=O)OC(C)(C)C Methyl-N-t-Butoxycarbonyl-L-serine